N1(CCCC1)CCC[Si](O)(O)O 3-pyrrolidinylpropyl-Silanetriol